ClC1=NC=2N(C(=C1)C=1C=NNC1)N=C(C2C2CCOCC2)C(=O)OCC ethyl 5-chloro-7-(1H-pyrazol-4-yl)-3-(tetrahydro-2H-pyran-4-yl)pyrazolo[1,5-a]pyrimidine-2-carboxylate